N-(3-fluoro-4-{6-methoxy-7-[3-(1-piperidinyl)propoxy]quinolin-4-yloxy}phenyl)-3-oxo-4-phenyl-3,4-dihydropyrazine-2-carboxamide FC=1C=C(C=CC1OC1=CC=NC2=CC(=C(C=C12)OC)OCCCN1CCCCC1)NC(=O)C1=NC=CN(C1=O)C1=CC=CC=C1